O1CC(OC2=C1C=CC=C2)COCC(CN2CCC(CC2)CN2C(C1=CC=CC=3C1=C(C2=O)C=CC3)=O)O 2-[[1-[3-(2,3-Dihydro-1,4-benzodioxin-3-ylmethoxy)-2-hydroxypropyl]piperidin-4-yl]methyl]benzo[de]isoquinoline-1,3-dione